CC1=NOC(=C1C1=CC=C2C(=NN(C2=C1)C1OCCCC1)NC1=CC=C(C=C1)F)C 6-(3,5-dimethylisoxazol-4-yl)-N-(4-fluorophenyl)-1-(tetrahydro-2H-pyran-2-yl)-1H-indazol-3-amine